NCCNCCC[SiH3] N-(2-aminoethyl)-3-aminoPropylsilane